3-[(S)-{5-[5-(1-Acetyl-piperidin-4-yl)-[1,2,4]oxadiazol-3-yl]-pyridin-3-yl}-hydroxy-(4-isopropyl-phenyl)-methyl]-3-fluoro-azetidine-1-carboxylic acid tert-butyl ester C(C)(C)(C)OC(=O)N1CC(C1)(F)[C@@](C1=CC=C(C=C1)C(C)C)(O)C=1C=NC=C(C1)C1=NOC(=N1)C1CCN(CC1)C(C)=O